Cl.C1=CCCC1 cyclopentene-HCl